5-bromo-2-(3-(chloromethyl)phenyl)pyrimidine BrC=1C=NC(=NC1)C1=CC(=CC=C1)CCl